C(C)[C@]1(C(CC(O1)N1C(NC(C(=C1)OC)=O)=O)O)CO 1-((5R)-5-ethyl-4-hydroxy-5-(hydroxymethyl)tetrahydrofuran-2-yl)-5-methoxypyrimidine-2,4(1H,3H)-dione